N1(N=NC2=C1C=CC=C2)C(C(=O)OCCC(=C(F)F)F)(C)C 3,4,4-trifluorobut-3-en-1-yl 2-(1H-benzo[d][1,2,3]triazol-1-yl)-2-methylpropanoate